1-(4-ethynylphenyl)piperidine C(#C)C1=CC=C(C=C1)N1CCCCC1